BrCC(=O)C=1C=CC(=C(C=O)C1)O 5-(2-bromoacetyl)-2-hydroxybenzaldehyde